2-[(2R)-3-(3,4-Dihydro-1H-isochinolin-2-yl)-2-hydroxy-propyl]-6-(4-methoxy-1-piperidyl)-3,4-dihydroisochinolin-1-on C1N(CCC2=CC=CC=C12)C[C@H](CN1C(C2=CC=C(C=C2CC1)N1CCC(CC1)OC)=O)O